C#CCC(CC1=CN=C2C(=N1)C(=NC(=N2)N)N)C3=CC=C(C=C3)C(=O)N[C@@H](CCC(=O)O)C(=O)O 10-propargyl-10-deazaaminopterin